C(\C=C/CCCCCC)OC(CCCCCCCOC(COCCCCCCCC(=O)[O-])COCCOCCOCCOCCOC(C1=CC=CC=C1)(C1=CC=CC=C1)C1=CC=CC=C1)=O 8-[2-[8-[(Z)-non-2-enoxy]-8-oxo-octoxy]-3-[2-[2-[2-(2-trityloxyethoxy)ethoxy]ethoxy]ethoxy]propoxy]octanoate